COC1=CC(=NC=C1)NN (4-methoxy-2-pyridyl)hydrazine